6-(3-methoxy-2-methylphenyl)-5,6,7,8-tetrahydrophthalazin-1(2H)-one COC=1C(=C(C=CC1)C1CC=2C=NNC(C2CC1)=O)C